(R)-2-(5-Methyl-1,3,4-oxadiazol-2-yl)but-3-yn-2-ol CC1=NN=C(O1)[C@@](C)(C#C)O